CC(C)OC=1C=CC=NC1 5-(propan-2-yloxy)pyridine